tert-Butyl 4-((1-(3,5-difluoro-4-formylphenyl)-2-oxo-1,2-dihydropyrimidin-4-yl)carbamoyl)piperazine-1-carboxylate FC=1C=C(C=C(C1C=O)F)N1C(N=C(C=C1)NC(=O)N1CCN(CC1)C(=O)OC(C)(C)C)=O